N-([1,1'-Biphenyl]-4-yl)-1-(4-hydroxypyridin-2-yl)-1H-pyrazole-4-carboxamide C1(=CC=C(C=C1)NC(=O)C=1C=NN(C1)C1=NC=CC(=C1)O)C1=CC=CC=C1